ClC=1C=C(CNC2=C(C=C(C=C2)OC)[N+](=O)[O-])C=CC1 N-(3-chlorobenzyl)-4-methoxy-2-nitroaniline